C[Si](CCOC(NC1CC2=C(C(=NC=C2Cl)C)C1)=O)(C)C.IC1=CC=C(C=C1)C(=O)N1CCOCC1 (4-Iodophenyl)(morpholino)methanone 2-trimethylsilylethyl-N-(4-chloro-1-methyl-6,7-dihydro-5H-cyclopenta[c]pyridin-6-yl)carbamate